silicon (silane) [SiH4].[Si]